CN1C(=NC(=C1)C1=CC=C(C=C1)CO)C(F)(F)F (4-(1-methyl-2-(trifluoromethyl)-1H-imidazol-4-yl)phenyl)methanol